N-[8-[4-[3-(2,4-dioxohexahydropyrimidin-1-yl)-1-methyl-indazol-6-yl]-1-piperidyl]octyl]-5-[rac-(2R)-2-(2,5-difluorophenyl)pyrrolidin-1-yl]pyrazolo[1,5-a]pyrimidine-3-carboxamide O=C1N(CCC(N1)=O)C1=NN(C2=CC(=CC=C12)C1CCN(CC1)CCCCCCCCNC(=O)C=1C=NN2C1N=C(C=C2)N2[C@H](CCC2)C2=C(C=CC(=C2)F)F)C |r|